COC=1C=C2C(NC(=NC2=CC1OC)C1CCOCC1)=O 6,7-dimethoxy-2-(tetrahydro-2H-pyran-4-yl)quinazolin-4(3H)-one